3-(1-oxo-4-((2-((4-(4-(4-(quinoxalin-2-yl)-1H-pyrazol-1-yl)piperidin-1-yl)phenyl)amino)pyrimidin-4-yl)amino)isoindolin-2-yl)piperidine-2,6-dione O=C1N(CC2=C(C=CC=C12)NC1=NC(=NC=C1)NC1=CC=C(C=C1)N1CCC(CC1)N1N=CC(=C1)C1=NC2=CC=CC=C2N=C1)C1C(NC(CC1)=O)=O